Sodium-Potassium-Rubidium [Rb].[K].[Na]